C(C)NC(=O)C1=CC=C(C2=C1N=C(O2)N2CC1N(C(C2)C1)C(=O)OC(C)(C)C)C=1SC=CN1 tert-Butyl 3-(4-(ethylcarbamoyl)-7-(thiazol-2-yl)benzo[d]oxazol-2-yl)-3,6-diazabicyclo[3.1.1]heptane-6-carboxylate